fluoride aluminum-silver [Ag+].[Al+3].[F-].[F-].[F-].[F-]